3-[3-methyl-2-oxo-5-[4-[4-(4-piperidyloxy)cyclohexoxy]-1-piperidyl]benzimidazol-1-yl]piperidine-2,6-dione CN1C(N(C2=C1C=C(C=C2)N2CCC(CC2)OC2CCC(CC2)OC2CCNCC2)C2C(NC(CC2)=O)=O)=O